2-(2-fluoro-4-(2-((4-methyl-5-(pyridin-2-yl)thiazol-2-yl)amino)-2-oxoethyl)phenoxy)nicotinamide FC1=C(OC2=C(C(=O)N)C=CC=N2)C=CC(=C1)CC(=O)NC=1SC(=C(N1)C)C1=NC=CC=C1